Methyl 2-[6-(1,1-difluoroethyl) pyridin-3-yl]-5-[({1-[2-fluoro-4-(trifluoromethoxy) phenyl] cyclopropyl} carbonyl) amino]benzoate FC(C)(F)C1=CC=C(C=N1)C1=C(C(=O)OC)C=C(C=C1)NC(=O)C1(CC1)C1=C(C=C(C=C1)OC(F)(F)F)F